BrC=1C(=C(C=C2COCC12)N)Cl 7-bromo-6-chloro-1,3-dihydroisobenzofuran-5-amine